1-(cyclopropylmethyl)-4,5,6,7-tetrahydro-1H-imidazo[4,5-c]pyridine trifluoroacetate FC(C(=O)O)(F)F.C1(CC1)CN1C=NC=2CNCCC21